N1(CCC1)C[C@H](C(C)C)NC(=O)C1=CC(=NN1)C1=NC(=NC=C1)NC1=CC(=CC(=C1)C)C N-[(2S)-1-(azetidin-1-yl)-3-methylbutan-2-yl]-3-{2-[(3,5-dimethylphenyl)amino]pyrimidin-4-yl}-1H-pyrazole-5-carboxamide